NC=1C=C(CCN2C(OC(C2=O)C)C=2C(=NN(C2)C2=CC=C(C=C2)Br)C2=CC=C(C=C2)F)C=C(C1)Cl 3-(3-Amino-5-chlorophenethyl)-2-(1-(4-bromophenyl)-3-(4-fluorophenyl)-1H-pyrazol-4-yl)-5-Methyloxazolidin-4-one